C1(CCC1)C1=C(C=CC=C1)C1=C(C=CC(=N1)NS(=O)(=O)C1=CC=CC(=N1)N1C[C@@H](CCC1)C(=O)O)C(F)(F)F (R)-1-(6-(N-(6-(2-cyclobutylphenyl)-5-(trifluoromethyl)pyridin-2-yl)sulfamoyl)pyridin-2-yl)piperidine-3-carboxylic acid